3-(3-Chloro-4-fluorophenyl)-1-((4-(2-hydroxyprop-2-yl)-5-(trifluoromethyl)-1H-pyrazol-3-yl)methyl)-1-(2-methoxypyrimidin-5-yl)urea ClC=1C=C(C=CC1F)NC(N(C=1C=NC(=NC1)OC)CC1=NNC(=C1C(C)(C)O)C(F)(F)F)=O